N-(2-chloro-4-(trifluoromethyl)phenyl)-2-iodopropanamide ClC1=C(C=CC(=C1)C(F)(F)F)NC(C(C)I)=O